C1(CC1)N1N=C(C(=C1)OCCC(C)N)C 4-((1-cyclopropyl-3-methyl-1H-pyrazol-4-yl)oxy)butan-2-amine